C(C1=CC=CC=C1)OC(=O)C=1N2C(C(C2OCC1CCl)NC(C1=CC=C(C=C1)C)=O)=O 3-chloromethyl-7-(4-methyl-benzoylamino)-8-oxo-5-oxa-1-aza-bicyclo[4.2.0]oct-2-ene-2-carboxylic acid benzyl ester